FC=1C(=CC(=NC1)NC1CCN(CC1)S(=O)(=O)C)C1=C(N=C(S1)CO)C(F)(F)F [5-[5-fluoro-2-[(1-methylsulfonyl-4-piperidyl)amino]-4-pyridyl]-4-(trifluoromethyl)thiazol-2-yl]methanol